FC(C(C(=O)N1OCC[C@H]1C1=CC=C(C=C1)F)C)(F)F 3,3,3-trifluoro-1-[(3S)-3-(4-fluorophenyl)-1,2-oxazolidin-2-yl]-2-methylpropan-1-one